N-(4-(1-(2-((tert-butyldimethylsilyl)oxy)ethyl)-3-phenyl-1H-pyrazol-4-yl)-7-methoxypyrido[3,2-d]pyrimidin-6-yl)-1-(trifluoromethyl)-1H-pyrazole-4-carboxamide [Si](C)(C)(C(C)(C)C)OCCN1N=C(C(=C1)C=1C2=C(N=CN1)C=C(C(=N2)NC(=O)C=2C=NN(C2)C(F)(F)F)OC)C2=CC=CC=C2